OCCN(CCCCCO)C1CCCC1 5-[(2-hydroxyethyl)(cyclopentyl)amino]pentan-1-ol